4-hydroxy-6-methyl-3-(phenyl-(p-tolyl)methyl)-2H-pyran-2-one OC1=C(C(OC(=C1)C)=O)C(C1=CC=C(C=C1)C)C1=CC=CC=C1